5-CHLORO-2-[[4-(DIFLUOROMETHYL)-2-(4-FLUOROPHENYL)IMIDAZOL-1-YL]METHYL]PYRIMIDINE ClC=1C=NC(=NC1)CN1C(=NC(=C1)C(F)F)C1=CC=C(C=C1)F